N-succinimidyl-3-(2-pyridyldithio)propionic acid C1(CCC(N1N1C(C=CC=C1)SSCCC(=O)O)=O)=O